Benzyl (8-bromoquinolin-3-yl)carbamate BrC=1C=CC=C2C=C(C=NC12)NC(OCC1=CC=CC=C1)=O